6-allyl 2-(tert-butyl) 8-(5-((3,4-dichlorophenyl)difluoromethyl)-1,3,4-oxadiazol-2-yl)-2,6-diazaspiro[3.4]octane-2,6-dicarboxylate ClC=1C=C(C=CC1Cl)C(C1=NN=C(O1)C1CN(CC12CN(C2)C(=O)OC(C)(C)C)C(=O)OCC=C)(F)F